Cobalt chromium tungsten nickel [Ni].[W].[Cr].[Co]